1-cyclopropylethyl (5-(2-aminobenzo[d]thiazol-6-yl)-2-methylpyridin-3-yl)carbamate NC=1SC2=C(N1)C=CC(=C2)C=2C=C(C(=NC2)C)NC(OC(C)C2CC2)=O